BrC1=C(C=O)C=CC=C1 2-bromobenzaldehyde